1-cyclopropyl-5,7-dihydroxy-3-methyl-1H-pyrazolo[4,3-b]pyridine-6-carboxylic acid methyl ester COC(=O)C=1C(=C2C(=NC1O)C(=NN2C2CC2)C)O